OC1CCC(CC1)NC(=O)C1=CC(=NN1[C@@H](C)C1=CC=CC=C1)C(=O)NC N5-((1r,4S)-4-hydroxycyclohexyl)-N3-methyl-1-((S)-1-phenylethyl)-1H-pyrazole-3,5-dicarboxamide